O=C1C=2N(C=CN1)N=C(C2)C(=O)N oxo-4,5-dihydropyrazolo[1,5-a]pyrazine-2-carboxamide